glucose tetrapropionate C(CC)(=O)O.C(CC)(=O)O.C(CC)(=O)O.C(CC)(=O)O.O=C[C@H](O)[C@@H](O)[C@H](O)[C@H](O)CO